1,3,5-tris[(5-isocyanato-1,3,3-trimethyl-cyclohexyl)methyl]-1,3,5-triazine-2,4,6-trione N(=C=O)C1CC(CC(C1)(C)CN1C(N(C(N(C1=O)CC1(CC(CC(C1)N=C=O)(C)C)C)=O)CC1(CC(CC(C1)N=C=O)(C)C)C)=O)(C)C